5-(2-chloro-5-(hydroxymethyl)pyridin-3-yl)-2-(3-methoxybenzyl)-7-((2-(methylamino)-1H-imidazol-1-yl)methyl)-3,4-dihydroisoquinolin-1(2H)-one ClC1=NC=C(C=C1C1=C2CCN(C(C2=CC(=C1)CN1C(=NC=C1)NC)=O)CC1=CC(=CC=C1)OC)CO